(S)-3-(1-(2-(5,6,7,8-tetrahydro-1,8-naphthyridin-2-yl)ethyl)-1H-pyrazole-4-carboxamido)-2-((p-tolylmethyl)sulphonamido)propionic acid N1=C(C=CC=2CCCNC12)CCN1N=CC(=C1)C(=O)NC[C@@H](C(=O)O)NS(=O)(=O)CC1=CC=C(C=C1)C